F/C=C(\CNC(OC(C)(C)C)=O)/COC1=CC2=C(N=C(O2)NCCC)C=C1 tert-butyl (E)-(3-fluoro-2-(((2-(propylamino)benzo[d]oxazol-6-yl)oxy)methyl)allyl)carbamate